2-((6-(4-(2-aminoethyl)piperazin-1-yl)-3,5-dicyano-4-ethylpyridin-2-yl)sulfanyl)-2-phenylacetamide NCCN1CCN(CC1)C1=C(C(=C(C(=N1)SC(C(=O)N)C1=CC=CC=C1)C#N)CC)C#N